(S)-5-(Azetidin-2-ylmethoxy)-2-methyl-N-(1-(naphthalen-1-yl)cyclopropyl)benzamide N1[C@@H](CC1)COC=1C=CC(=C(C(=O)NC2(CC2)C2=CC=CC3=CC=CC=C23)C1)C